methyl pipecolate hydrochloride Cl.N1C(CCCC1)C(=O)OC